9-(5-((6-chloro-5-(1-methyl-1H-indol-5-yl)-1H-benzo[d]imidazol-2-yl)oxy)-2-methylbenzamido)nonanoic acid ClC=1C(=CC2=C(NC(=N2)OC=2C=CC(=C(C(=O)NCCCCCCCCC(=O)O)C2)C)C1)C=1C=C2C=CN(C2=CC1)C